(3S,4S)-4-(4,4-diethyl-2-imino-6-oxo-hexahydropyrimidin-1-yl)-N-[(3S,4R)-3-hydroxy-2,2-dimethyl-chroman-4-yl]-3-methoxy-tetralin-6-carboxamide C(C)C1(NC(N(C(C1)=O)[C@@H]1[C@H](CCC2=CC=C(C=C12)C(=O)N[C@H]1[C@@H](C(OC2=CC=CC=C12)(C)C)O)OC)=N)CC